2-cyanoethylaminopropyl-methyldiethoxysilane C(#N)CCNCCC[Si](OCC)(OCC)C